2,6-bis(4-isopropyl-2-oxazolin-2-yl)-p-xylene C(C)(C)C1N=C(OC1)C1=C(C(=CC(=C1)C)C=1OCC(N1)C(C)C)C